O=C(CCCCCCCCCCCCCCCCC)N(C)CC(=O)O N-(1-oxooctadecyl)sarcosin